F[C@@H]1[C@@H]([C@H]2CN([C@@H]1C2)C)N(C2=NN=C(S2)C2=C(C=C(C=C2)N2C=NC=C2)O)C 2-(5-(((1R,4R,5R,6S)-6-fluoro-2-methyl-2-azabicyclo[2.2.1]heptan-5-yl)(methyl)amino)-1,3,4-thiadiazol-2-yl)-5-(1H-imidazol-1-yl)phenol